ClC=1C2=C(N=CN1)N(C=C2)[C@@H]2O[C@@H]([C@@]1([C@H]2OC(O1)(C)C)C)COC1=CC=C2C=C(C(=NC2=C1)Cl)Br 7-[[(3aR,4R,6R,6aR)-6-(4-chloropyrrolo[2,3-d]pyrimidin-7-yl)-2,2,3a-trimethyl-6,6a-dihydro-4H-furo[3,4-d][1,3]dioxol-4-yl]methoxy]-3-bromo-2-chloro-quinoline